2-(4-(2,4-dioxo-3,4-dihydropyrimidin-1(2H)-yl)phenoxy)acetic acid O=C1N(C=CC(N1)=O)C1=CC=C(OCC(=O)O)C=C1